COC(C[C@H](C(C)C)NC1=NC(=NC=C1F)C1=NN(C(=C1)C1=NOC=C1)CC1=C(C=CC=C1)F)=O (R)-3-((5-fluoro-2-(1-(2-fluorobenzyl)-5-(isoxazol-3-yl)-1H-pyrazol-3-yl)pyrimidin-4-yl)amino)-4-methylpentanoic acid methyl ester